CP(ON1N=CC(=C1)C=1C2=C(C(=NC1)C1=C(C=C(C(=C1)S(=O)(=O)C)N)F)C(=NO2)N)([O-])=O (4-(3-amino-4-(4-amino-2-fluoro-5-(methylsulfonyl) phenyl) isoxazolo[4,5-c]pyridin-7-yl)-1H-pyrazol-1-yl) methylphosphonate